ClC1=C(C=CC(=C1)OCC(F)F)C=1N(C2=NC=NC(=C2N1)OC1(CC1)C)CC1=NC=CC(=C1)C 8-(2-chloro-4-(2,2-difluoroethoxy)phenyl)-6-(1-methylcyclopropoxy)-9-((4-methylpyridin-2-yl)methyl)-9H-purine